(S)-9-(4-((1-(3-fluoropropyl)pyrrolidin-3-yl)oxy)phenyl)-8-phenyl-6,7-dihydro-5H-benzo[7]annulen-3-ol FCCCN1C[C@H](CC1)OC1=CC=C(C=C1)C1=C(CCCC2=C1C=CC(=C2)O)C2=CC=CC=C2